(2S,11aR)-7-Fluoro-6-isopropoxy-8-methyl-2-((2-oxo-1,2-dihydro-1,6-naphthyridin-7-yl)oxy)-2,3,11,11a-tetrahydro-1H,5H-benzo[f]pyrrolo[2,1-c][1,4]oxazepin-5-one FC=1C(=CC2=C(C(N3[C@@H](CO2)C[C@@H](C3)OC3=NC=C2C=CC(NC2=C3)=O)=O)C1OC(C)C)C